C(#N)C1=C(CSC=2NC(=NN2)NC(=O)C=2NC(=CC2)\C=C\2/C(NC3=CC=CC=C23)=O)C=CC=C1 (Z)-N-(5-((2-cyanobenzyl)thio)-4H-1,2,4-triazol-3-yl)-5-((2-oxoindolin-3-ylidene)methyl)-1H-pyrrole-2-carboxamide